[Nd+3].[O-2].[Nd+3].[O-2].[O-2] neodymium oxide, neodymium salt